FCCOC1=CC=C(C=C1)C1=C(N=C2N(C=CC(N2)=O)C1=O)C(F)(F)F 7-(4-(2-fluoroethoxy)phenyl)-8-(trifluoromethyl)-2H-pyrimido[1,2-a]pyrimidine-2,6(1H)-dione